benzyl 21-methoxy-5,7,19-trioxa-2,13,24,26-tetraazapentacyclo[18.6.2.03,11.04,8.023,27]octacosa-1(26),3(11),4(8),9,20,22,24,27-octaene-13-carboxylate COC1=C2OCCCCCN(CC=3C=CC=4OCOC4C3NC3=NC=NC(=C1)C3=C2)C(=O)OCC2=CC=CC=C2